3-(4-fluorophenoxy)-N-(5-((5-fluoropyridin-2-yl)oxy)thiazol-2-yl)cyclobutane-1-carboxamide FC1=CC=C(OC2CC(C2)C(=O)NC=2SC(=CN2)OC2=NC=C(C=C2)F)C=C1